(3R,4S,5R,6R)-3,5-bis(benzyloxy)-6-((benzyloxy)methyl)-4-(4-(3,4,5-trifluorophenyl)-1H-1,2,3-triazol-1-yl)tetrahydro-2H-pyran-2-one C(C1=CC=CC=C1)O[C@H]1C(O[C@@H]([C@@H]([C@@H]1N1N=NC(=C1)C1=CC(=C(C(=C1)F)F)F)OCC1=CC=CC=C1)COCC1=CC=CC=C1)=O